FC1=C(OC2=C3C(=NC=C2)NC=C3C3=C(C#N)C(=CC=C3)F)C(=CC(=C1)NC=1OCC(C(N1)C)CO)F (+/-)-2-[4-(2,6-difluoro-4-{[5-(hydroxymethyl)-4-methyl-5,6-dihydro-4H-1,3-oxazin-2-yl]amino}phenoxy)-1H-pyrrolo[2,3-b]pyridin-3-yl]-6-fluorobenzonitrile